C(C)(C)(C)OC(=O)N1CC(C1)CO.C(C1=CC=CC=C1)OCC1CN(C1)C(=O)OC(C)(C)C tert-Butyl 3-((benzyloxy)methyl)azetidine-1-carboxylate tert-Butyl-3-(hydroxymethyl)azetidine-1-carboxylate